BrC=1C=C(C(SC2=CC=CC=C2)=O)C=CC1 S-Phenyl 3-bromobenzothioate